The molecule is a polyunsaturated fatty acyl-CoA(4-) obtained by deprotonation of the phosphate and diphosphate OH groups of (10E,12Z)-hexadecadienoyl-CoA; major species at pH 7.3. It is a polyunsaturated fatty acyl-CoA(4-) and a long-chain fatty acyl-CoA(4-). It is a conjugate base of a (10E,12Z)-hexadecadienoyl-CoA. CCC/C=C\\C=C/CCCCCCCCC(=O)SCCNC(=O)CCNC(=O)[C@@H](C(C)(C)COP(=O)([O-])OP(=O)([O-])OC[C@@H]1[C@H]([C@H]([C@@H](O1)N2C=NC3=C(N=CN=C32)N)O)OP(=O)([O-])[O-])O